CC1=CC=C(N=N1)NC=1C=CC2=C(N(C=N2)C2=CC=C(C(=N2)N2N=C(C=3CNCCC32)C(F)(F)F)C(C)O)C1 1-[6-[6-[(6-methylpyridazin-3-yl)amino]benzimidazol-1-yl]-2-[3-(trifluoromethyl)-4,5,6,7-tetrahydropyrazolo[4,3-c]pyridin-1-yl]-3-pyridinyl]ethanol